1-octadecyl-dimethyl-ethoxysilane C(CCCCCCCCCCCCCCCCC)C(C)O[SiH](C)C